OC=1C=CC(=NC1)CCC1=CC=C(C=C1)OC 5-Hydroxy-2-(4-methoxyphenethyl)pyridine